(3-((5-methyl-4-phenylthiazol-2-yl)amino)benzoyl)glycine CC1=C(N=C(S1)NC=1C=C(C(=O)NCC(=O)O)C=CC1)C1=CC=CC=C1